10,10-dimethyl-9-oxo-4-(5-(trifluoromethyl)isoxazole-3-carbonyl)-1-oxa-4-azaspiro[5.5]undec-7-ene-8-carbonitrile CC1(C(C(=CC2(CN(CCO2)C(=O)C2=NOC(=C2)C(F)(F)F)C1)C#N)=O)C